N1CCC(CC1)C1=C(N=CS1)C(=O)O 5-(piperidin-4-yl)-1,3-thiazole-4-carboxylic acid